4-[3-chloro-4-(difluoromethoxy)-2-fluoro-anilino]-6-[(3S)-pyrrolidin-3-yl]oxy-1,5-naphthyridine-3-carbonitrile ClC=1C(=C(NC2=C(C=NC3=CC=C(N=C23)O[C@@H]2CNCC2)C#N)C=CC1OC(F)F)F